cycloheptatriene C1=CC=CC=CC1